6-(ethylcarbamoyl)picolinate C(C)NC(=O)C1=CC=CC(=N1)C(=O)[O-]